4-[3-(1-methyl-4-piperidinyl)-2-oxo-1,3-benzoxazol-6-yl]piperidine-1-carboxylic acid tert-butyl ester C(C)(C)(C)OC(=O)N1CCC(CC1)C1=CC2=C(N(C(O2)=O)C2CCN(CC2)C)C=C1